ClC1=C(CC2=NC3=C(N2[C@@H]2COCC2(C)C)C=C(C=C3)C(=O)O)C=C(C(=C1)C1=NC(=CC=C1)OCC1=C(C=C(C=C1)C#N)F)C (S)-2-(2-chloro-4-(6-((4-cyano-2-fluorobenzyl)oxy)pyridin-2-yl)-5-methylbenzyl)-1-(4,4-dimethyltetrahydrofuran-3-yl)-1H-benzo[d]imidazole-6-carboxylic acid